4-[(3-Chloro-2-fluorophenyl)amino]-7-methoxyquinazolin-6-yl (2S)-2,4-dimethylpiperazine-1-carboxylate C[C@@H]1N(CCN(C1)C)C(=O)OC=1C=C2C(=NC=NC2=CC1OC)NC1=C(C(=CC=C1)Cl)F